p-bromo-N,N-dimethylbenzylammonium BrC1=CC=C(C[NH+](C)C)C=C1